FC1=C(C=CC(=C1)OC1=CC(=C(C=C1)OC)[N+](=O)[O-])C(F)(F)F 2-Fluoro-4-(4-methoxy-3-nitro-phenoxy)-1-(trifluoromethyl)-benzene